BrC=1C=C2C(=NC1)N=NN2COCC[Si](C)(C)C 6-bromo-1-{[2-(trimethylsilyl)ethoxy]methyl}-1H-[1,2,3]triazolo[4,5-b]pyridine